NC1=NC=CC(=C1)C1=CC(=C2C=NNC2=C1)NCCCNC(CCNCC1=CC(=C(C=C1)OC(F)(F)F)Cl)=O N-(3-((6-(2-aminopyridin-4-yl)-1H-indazol-4-yl)amino)propyl)-3-((3-chloro-4-(trifluoromethoxy)benzyl)amino)propanamide